N1=CNC2=C1C=CC(=C2)CN2CCC(CC2)(CC#N)N2N=C(C(=C2)C(=O)N)NC(=O)C2CC2 1-[1-(3H-benzimidazol-5-ylmethyl)-4-(cyanomethyl)-4-piperidyl]-3-(cyclopropanecarbonylamino)pyrazole-4-carboxamide